1-(4-(6-(2-(4-cyclobutoxy-pyridin-2-yl)acetamido)pyridazin-3-yl)butyl)-N-methyl-1H-1,2,3-triazole-4-carboxamide C1(CCC1)OC1=CC(=NC=C1)CC(=O)NC1=CC=C(N=N1)CCCCN1N=NC(=C1)C(=O)NC